OC(CN1C(N=CC=C1C1=CC=C(C=C1)OC(F)(F)F)C=1C(=NNC1)C)(C)C N-(2-Hydroxy-2-methylpropyl)-2-(3-methyl-1H-pyrazol-4-yl)-6-[4-(trifluoromethoxy)phenyl]pyrimidin